tert-Butyl 4-((2-oxotetrahydrofuran-3-yl)amino)isoindoline-2-carboxylate O=C1OCCC1NC1=C2CN(CC2=CC=C1)C(=O)OC(C)(C)C